FC=1C=C(C=C(C1)F)S(=O)(=O)N 3,5-difluorobenzenesulfonamide